N[C@@H]1CN(C[C@@H](C1)C(F)(F)F)C(=O)NC1=C(C=C(C(=C1)C1=CC(=NC(=C1)N1CCOCC1)OCCO)C)F (3S,5R)-3-amino-N-[2-fluoro-5-[2-(2-hydroxyethoxy)-6-(morpholin-4-yl)pyridin-4-yl]-4-methylphenyl]-5-(trifluoromethyl)piperidine-1-carboxamide